C1(=CC(=CC(=C1)C)C)P([C@H](C)[C-]1C(=CC=C1)C1=C(C=CC=C1)P(C1=CC(=CC(=C1)C)C)C1=CC(=CC(=C1)C)C)C1=CC(=CC(=C1)C)C.[CH-]1C=CC=C1.[Fe+2] (S)-1-[(R)-1-[di(3,5-xylyl)phosphino]ethyl]-2-[2-[di(3,5-xylyl)phosphino]phenyl]ferrocene